2,3-dihydroimidazo[1,5-a]pyridine C=1NCN2C1C=CC=C2